C1(CC1)CCC1=C(C(=NN1C=1SC=C(N1)C(=O)O)C1=CC(=CC=C1)C#CC=1SC(=CN1)C)CC1=CC(=C(C=C1)S(N)(=O)=O)F 2-(5-(2-cyclopropylethyl)-4-(3-fluoro-4-sulfamoylbenzyl)-3-(3-((5-methylthiazol-2-yl)ethynyl)phenyl)-1H-pyrazol-1-yl)thiazole-4-carboxylic acid